CN(S(=O)(=O)NC=1C=CC=NC1OCCNC(C)C)C 5-[(Dimethylsulfamoyl)amino]-6-{2-[(propan-2-yl)amino]ethoxy}pyridine